BrC(C(=O)Br)(C)C α-bromoisobutyryl-bromine